N-lauroyl-sarcosine sodium hydrate O.[Na].C(CCCCCCCCCCC)(=O)N(C)CC(=O)O